FC1=C(C(=CC=C1)C)N1N=C2C(=CC1=O)NN=C2C=2C=NC(=CC2)N2CCN(CC2)C 5-(2-fluoro-6-methylphenyl)-3-(6-(4-methylpiperazin-1-yl)pyrid-3-yl)-1H-pyrazolo[4,3-c]pyridazin-6(5H)-one